C(C=C)(=O)OCCCC1=C(C(C(=O)O)=CC=C1)C(=O)O.C(CCCCCCCC)C(COCCO)O n-nonyl-diethylene glycol acryloyloxypropyl-phthalate